1,3-dimethyl-1H-pyrazol-5-amin CN1N=C(C=C1N)C